NC(C(CCC(=O)OC)N1C(C2=CC=CC(=C2C1)NS(=O)(=O)C1=C(C=CC=C1)[N+](=O)[O-])=O)=O methyl 5-amino-4-(4-((2-nitrophenyl)sulfonamido)-1-oxoisoindolin-2-yl)-5-oxopentanoate